(R)-N-(4-(1-((1-(1H-1,2,4-triazole-1-carbonyl)piperidin-2-yl)methyl)-4,6-dioxo-4,5,6,7-tetrahydro-1H-pyrazolo[3,4-d]pyrimidin-3-yl)benzyl)-5-fluoro-2-methoxybenzamide N1(N=CN=C1)C(=O)N1[C@H](CCCC1)CN1N=C(C2=C1NC(NC2=O)=O)C2=CC=C(CNC(C1=C(C=CC(=C1)F)OC)=O)C=C2